(E)-2-(2-(N-(tert-butoxycarbonyl)sulfamoyl)vinyl)-2-methylazetidine-1-carboxylic acid tert-butyl ester C(C)(C)(C)OC(=O)N1C(CC1)(C)\C=C\S(NC(=O)OC(C)(C)C)(=O)=O